ClC1=NC=C(C(=C1)F)C1=C(C=C(C=C1)OC)F 2-chloro-4-fluoro-5-(2-fluoro-4-methoxy-phenyl)pyridine